FC1=C(C=C(C=C1)OC1=CC(=CC=C1)C(F)(F)F)NC(C=C)=O N-(2-fluoro-5-(3-(trifluoromethyl)phenoxy)phenyl)acrylamide